O1CCOC12CC=C(CC2)C2=C(C=C1C(=NN(C1=C2)C)N2C(NC(CC2)=O)=O)F 1-[6-(1,4-dioxaspiro[4.5]dec-7-en-8-yl)-5-fluoro-1-methyl-indazol-3-yl]hexahydropyrimidine-2,4-dione